ClC1=C(C=CC=C1Cl)C=1N=CC(=NC1C(F)(F)F)N1CCC(CC1)(C)NC(OC(C)(C)C)=O tert-butyl (1-(5-(2,3-dichlorophenyl)-6-(trifluoromethyl)pyrazin-2-yl)-4-methylpiperidin-4-yl)carbamate